C(C)OC1=C(C(=C2C(=N1)C1=CC=CC=C1C2)C2=CC=C(C=C2)F)C#N 2-Ethoxy-4-(4-fluoro-phenyl)-5H-indeno[1,2-b]pyridine-3-carbonitrile